C[C@H]1CC[C@@H](N(C1)C(C(=O)NC=1C2=C(C=NC1)C=NN2)=O)C=2C=CC1=C(N=C(S1)CC(C)N1CCCC1)C2 ((2R,5S)-5-methyl-2-(2-(2-(pyrrolidin-1-yl)propyl)benzo[d]thiazol-5-yl)piperidin-1-yl)-2-oxo-N-(1H-pyrazolo[4,3-c]pyridin-7-yl)acetamide